OC1=CC=C(C=C1)C(C)(C)C1=CC=C(OCC(=O)O)C=C1 2-(4-(2-(4-hydroxyphenyl)propan-2-yl)phenoxy)acetic acid